FC(C(=O)O)(F)F.N1C(NC(C12CNCCC2)=O)=O 1,3,7-triazaspiro[4.5]decane-2,4-dione trifluoroacetate